6-[(6-aminopyrimidin-4-yl)amino]-8-chloro-3-(3-fluorophenyl)-2,3-dihydroimidazo[1,5-a]pyridine-1,5-dione NC1=CC(=NC=N1)NC1=CC(=C2N(C1=O)C(NC2=O)C2=CC(=CC=C2)F)Cl